2-fluoro-5-(trideuteriomethoxy)-1-(trifluoromethyl)benzene FC1=C(C=C(C=C1)OC([2H])([2H])[2H])C(F)(F)F